6-Chloro-4-methoxypyridazin-3-ol ClC1=CC(=C(N=N1)O)OC